4-(Dimethylamino)-N-[(1s,4s)-4-(5-ethynyl-2-{[4-(4-methylpiperazin-1-yl)phenyl]amino}-7-oxopyrido[2,3-d]pyrimidin-8-yl)cyclohexyl]butanamide CN(CCCC(=O)NC1CCC(CC1)N1C(C=C(C2=C1N=C(N=C2)NC2=CC=C(C=C2)N2CCN(CC2)C)C#C)=O)C